N1C(=NC2=C1C=CC=C2)C2=CC(=NN2)NC(C2=C(C=C(C=C2C)OC)C)=O N-[5-(1H-benzimidazol-2-yl)-1H-pyrazol-3-yl]-4-methoxy-2,6-dimethyl-benzamide